6-[3-[(4-chloro-1-tetrahydropyran-2-yl-indazol-5-yl)amino]-4-methyl-pyrazol-1-yl]-3,4-dihydro-1H-isoquinoline-2-carboxylic acid tert-butyl ester C(C)(C)(C)OC(=O)N1CC2=CC=C(C=C2CC1)N1N=C(C(=C1)C)NC=1C(=C2C=NN(C2=CC1)C1OCCCC1)Cl